3-[3-[5-fluoro-2-(4-piperidylamino)pyrimidin-4-yl]phenyl]oxazolidin-2-one FC=1C(=NC(=NC1)NC1CCNCC1)C=1C=C(C=CC1)N1C(OCC1)=O